C(C)(C)(C)[Si](OC(CN(CCCC(=O)NC(C(=O)OCCCN(CC(CCCCCCCCCC)O[Si](C(C)(C)C)(C)C)CC(CCCCCCCCCC)O[Si](C)(C)C(C)(C)C)CC1=CNC2=CC=CC=C12)CC(CCCCCCCCCC)O[Si](C(C)(C)C)(C)C)CCCCCCCCCC)(C)C 3-(bis{2-[(tert-butyl)bis(methyl)siloxy]dodecyl}amino)propyl 2-[4-(bis{2-[(tert-butyl)bis(methyl)siloxy]dodecyl}amino)butyrylamino]-3-(3-indolyl)propionate